Isovalin N[C@@](C)(CC)C(=O)O